C(#N)C=1C=C(C=C(C1)C#N)[C@H](C)NC(=O)C=1C=NC2=C(N=C(C=C2C1N1CCN[C@@H](CC1)C)C)C1CC1 N-[(S)-1-(3,5-dicyanophenyl)ethyl]-4-[(R)-5-methyl-1,4-diazepan-1-yl]-8-cyclopropyl-6-methyl-1,7-diaza-3-naphthamide